C1(CC1)C([C@@H](C(=O)NC1=NC(=C(C=C1)C=1C(=[N+](C=C(C1)C(F)F)[O-])C)F)NC(=O)C=1N(N=CC1)C(C)C)C1CC1 N-[(1S)-1-(dicyclopropyl-methyl)-2-[[5-[5-(difluoromethyl)-2-methyl-1-oxido-pyridin-1-ium-3-yl]-6-fluoro-2-pyridyl]amino]-2-oxo-ethyl]-2-isopropyl-pyrazole-3-carboxamide